5-Methyl-2-phenyl-(E)-2-hexenal CC(C/C=C(/C=O)\C1=CC=CC=C1)C